CN1N=CN=C1N 1-methyl-1H-1,2,4-triazol-5-amine